O=C1N(CCC(N1)=O)C1=CN=C2N1C=CC=C2C#CCN2CCN(CC2)C(=O)OC(C)(C)C tert-butyl 4-[3-[3-(2,4-dioxohexahydropyrimidin-1-yl)imidazo[1,2-a]pyridin-8-yl] prop-2-ynyl]piperazine-1-carboxylate